C(C)(C)(C)C=1C=C(CP(O)(O)=O)C=C(C1O)C(C)(C)C 3,5-di-tert-butyl-4-hydroxybenzylphosphonic acid